N-Oleyl-stearamide C(CCCCCCC\C=C/CCCCCCCC)NC(CCCCCCCCCCCCCCCCC)=O